[SiH2]1C[SiH2]C[SiH2]C[SiH2]C1 1,3,5,7-tetra-silacyclooctane